C(CCCC#C)NC(=S)NC1=CC=C(O[C@@H]2[C@H]([C@H]([C@@H]([C@H](O2)CCS(=O)(=O)O)O)O)O)C=C1 2-[(2R,3S,4S,5S,6R)-6-(4-{[(hex-5-yn-1-yl)carbamothioyl]amino}phenoxy)-3,4,5-trihydroxyoxan-2-yl]ethane-1-sulfonic acid